C(=O)O.NC1=NN=C(C2=CC(=CC=C12)C=1C(=C(C=CC1OC)B(O)O)F)C [3-(1-amino-4-methylphthalazin-6-yl)-2-fluoro-4-methoxyphenyl]boronic acid formic acid salt